(S)-N-(3-Chloro-4-fluorophenyl)-1-(2-(dimethylamino)-2-oxoethyl)-N-methyl-3-(6-methyl-4-(trifluoromethyl)pyridin-2-yl)-2-oxoimidazolidine-4-carboxamide ClC=1C=C(C=CC1F)N(C(=O)[C@H]1N(C(N(C1)CC(=O)N(C)C)=O)C1=NC(=CC(=C1)C(F)(F)F)C)C